4-amino-N-(5-methyl-3-isoxazolyl)benzenesulfonamide NC1=CC=C(C=C1)S(=O)(=O)NC1=NOC(=C1)C